1,7-di(9-acridinyl)heptane C1=CC=CC2=NC3=CC=CC=C3C(=C12)CCCCCCCC=1C2=CC=CC=C2N=C2C=CC=CC12